(octyloxy)methyl 3-(hydroxymethyl)-1H-indole-1-Carboxylate OCC1=CN(C2=CC=CC=C12)C(=O)OCOCCCCCCCC